(E)-3-cyclopropyl-1-(3,4-dichlorophenyl)prop-2-en-1-one C1(CC1)/C=C/C(=O)C1=CC(=C(C=C1)Cl)Cl